The molecule is a monocarboxylic acid anion that is the conjugate base of (R)-dihydrocamalexic acid, obtained by deprotonation of the carboxy group; major species at pH 7.3. It is a conjugate base of a (R)-dihydrocamalexic acid. It is an enantiomer of a (S)-dihydrocamalexate. C1[C@H](N=C(S1)C2=CNC3=CC=CC=C32)C(=O)[O-]